tert-butyl N-[2-[2-[2-[2-[2-(3-bromocyclobutoxy)ethoxy] ethoxy]ethoxy]ethoxy]ethyl]-N-methyl-carbamate BrC1CC(C1)OCCOCCOCCOCCOCCN(C(OC(C)(C)C)=O)C